C1OCC12CN(C2)C2CCN(CC2)C2=CC(=C(CC=1N=C(C3=C(N1)COC3)OC=3C=C(C=CC3)NC(C=C)=O)C=C2)OC N-(3-((2-(4-(4-(2-oxa-6-azaspiro[3.3]heptan-6-yl)piperidin-1-yl)-2-methoxybenzyl)-5,7-dihydrofuro[3,4-d]pyrimidin-4-yl)oxy)phenyl)acrylamide